OC1=C(C=O)C=C(C(=C1)O)C 2,4-Dihydroxy-5-methylbenzaldehyde